(3S,4r,5R)-1-((4-methyl-1-phenylpiperidin-4-yl)methyl)piperidine-3,4,5-triol CC1(CCN(CC1)C1=CC=CC=C1)CN1C[C@@H](C([C@@H](C1)O)O)O